CS(=O)(=O)C1=CC=C(N)C=C1 4-(methyl-sulfonyl)-aniline